3-(1-(3-bromophenyl)vinyl)pyridin-2-amine BrC=1C=C(C=CC1)C(=C)C=1C(=NC=CC1)N